ClC1=C(C=CC=C1Cl)N1CCN(CC1)CC[C@@H]1C[C@H](C1)NC(N(C)C)=O 3-(trans-3-(2-(4-(2,3-dichlorophenyl)piperazin-1-yl)ethyl)cyclobutyl)-1,1-dimethylurea